ClC=1C=C(C=C(C1)NS(=O)(=O)C)NC(=O)C1=CN(C(=C1)C1=NC=NC=C1OCC1=CC(=CC(=C1)F)F)C N-(3-chloro-5-(methylsulfonamido)phenyl)-5-(5-((3,5-difluorobenzyl)oxy)pyrimidin-4-yl)-1-methyl-1H-pyrrole-3-carboxamide